2-Cyclopropyl-4-[4-(2-hydroxyethoxy)phenyl]-6-sulfanyl-pyridine-3,5-dicarbonitrile C1(CC1)C1=NC(=C(C(=C1C#N)C1=CC=C(C=C1)OCCO)C#N)S